3-ethyl-1-(6-(N-(6-(o-tolyl)-5-(trifluoromethyl)pyridin-2-yl)sulfamoyl)pyridin-2-yl)piperidine-3-carboxylic acid C(C)C1(CN(CCC1)C1=NC(=CC=C1)S(NC1=NC(=C(C=C1)C(F)(F)F)C1=C(C=CC=C1)C)(=O)=O)C(=O)O